C(C)(C)(C)C1=C(N=CN1)\C=C/1\C(N\C(\C(N1)=O)=C/C1=CC=CC=C1)=O (3Z,6Z)-3-[(5-tert-butyl-1H-imidazol-4-yl)methylene]-6-(phenylmethylene)-2,5-piperazinedione